COC1=CC=C(C=C1)C(C)(C)C=1N=C(SC1)NC(=O)NCC1=NC=CN=C1 1-(4-(2-(4-methoxyphenyl)propan-2-yl)thiazol-2-yl)-3-(pyrazin-2-ylmethyl)urea